2-(3,4-Dimethoxyphenyl)-1-methyl-6-(1-((6-methylpyridin-3-yl)methyl)piperidin-4-yl)-1H-pyrrolo[3,2-c]pyridin COC=1C=C(C=CC1OC)C1=CC=2C=NC(=CC2N1C)C1CCN(CC1)CC=1C=NC(=CC1)C